FC=1C(=C(NC(C)C=2C=C(C=C3C(N(C(=NC23)N2CCOCC2)C)=O)C)C=CC1F)S(=O)(=O)C 8-[1-(3,4-difluoro-2-methylsulfonyl-anilino)ethyl]-3,6-dimethyl-2-morpholino-quinazolin-4-one